6-(2-methoxy-6-methyl-phenyl)pyridine-2,3-diamine COC1=C(C(=CC=C1)C)C1=CC=C(C(=N1)N)N